(4-benzyl)-proline C(C1=CC=CC=C1)C1C[C@H](NC1)C(=O)O